CC1=CSC=2N(C(OC(C21)=O)=O)CC(OC2CCOCC2)C2=CC=CC=C2 5-methyl-1-(2-phenyl-2-((tetrahydro-2H-pyran-4-yl)oxy)ethyl)-2H-thieno[2,3-d][1,3]oxazine-2,4(1H)-dione